phenyl bis(2-ethylhexyl) phosphite P(OC1=CC=CC=C1)(OCC(CCCC)CC)OCC(CCCC)CC